FC=1C(C=CC(C1)=O)=O 2-fluorocyclohexa-2,5-diene-1,4-dione